FC1(CN(C1)C=1C(=NC=CC1)OC1=CC(=C(C=C1)C1=C(C(NC(N1C)=O)=O)C)C)F 6-(4-{[3-(3,3-difluoroazetidin-1-yl)pyridin-2-yl]oxy}-2-methylphenyl)-1,5-dimethylpyrimidine-2,4(1H,3H)-dione